CN1C=NC2=C1C=C1C(=C2)OCO1 7-methyl-[1,3]dioxolo[4,5-f]benzimidazole